2-bromo-N-(4,5-dimethylisothiazol-3-yl)-N-((2-(trimethylsilyl)ethoxy)methyl)benzenesulfonamide BrC1=C(C=CC=C1)S(=O)(=O)N(COCC[Si](C)(C)C)C1=NSC(=C1C)C